4-ethynyl-5-methyl-1-(p-tolyl)imidazole-2-carboxamide C(#C)C=1N=C(N(C1C)C1=CC=C(C=C1)C)C(=O)N